C(=O)O.C12CN(CC(CC1)N2)C2=C1C(=NC=C2)N(CC1)C(=O)NC=1C(=CC=2N(C1)N=C(N2)C)C 4-(3,8-diazabicyclo[3.2.1]octan-3-yl)-N-(2,7-dimethyl-[1,2,4]triazolo[1,5-a]pyridin-6-yl)-2,3-dihydro-1H-pyrrolo[2,3-b]pyridine-1-carboxamide formate